tetrafluoro-1-(2,2,2-trifluoroethoxy)ethane FC(C(OCC(F)(F)F)(F)F)F